2,7-dibromo-azafluorenone BrC=1C(C2=CC3=CC(=CC=C3C2=CN1)Br)=O